C(#C)C1=CC=C(C=C1)NC(C1=C(C=CC(=C1)[N+](=O)[O-])SC1=NN=NN1C)=O N-(4-ethynyl-phenyl)-2-(1-methyl-1H-tetrazol-5-ylsulfanyl)-5-nitro-benzamide